F[C@@H]1C[C@@]2([C@@H](C[C@H]3[C@@H]4CC[C@H]([C@@H](CCCC(C)C)C)[C@]4(CC[C@@H]3[C@]2(CC1)C)C)NCCC=1N=CNC1)O 3β-fluoro-5α-hydroxy-6β-[2-(1H-imidazol-4-yl)ethylamino]cholestane